N1(CCC1)C1=C2C(=NC(=N1)Cl)N(N=C2)[C@H]2[C@@H]([C@@H]([C@H](O2)COCP(O)(O)=O)O)O ((((2R,3S,4R,5R)-5-(4-(azetidin-1-yl)-6-chloro-1H-pyrazolo[3,4-d]pyrimidin-1-yl)-3,4-dihydroxytetrahydrofuran-2-yl)methoxy)methyl)phosphonic acid